FC1=CC2=C(N(C(=N2)C)CC2=NC=C(C=C2)C2=NOC(=N2)C(F)(F)F)C=C1 5-fluoro-2-methyl-1-({5-[5-(trifluoromethyl)-1,2,4-oxadiazol-3-yl]pyridin-2-yl}methyl)-1H-benzimidazole